C(\C=C\C(=O)[O-])(=O)[O-].CN(CC(=O)O)C.[Ca+2] calcium N,N-dimethylglycinate fumarate